methyl 4-amino-3-(2,4-dimethylimidazol-1-yl)benzoate NC1=C(C=C(C(=O)OC)C=C1)N1C(=NC(=C1)C)C